ethyl (2S,5R)-5-[[1-[2-hydroxy-4-(trifluoromethyl)phenyl]-pyrido[3,4-d]pyridazin-4-yl]amino]-1-methyl-piperidine-2-carboxylate OC1=C(C=CC(=C1)C(F)(F)F)C1=C2C(=C(N=N1)N[C@@H]1CC[C@H](N(C1)C)C(=O)OCC)C=NC=C2